N-(3-(4'-(3-Amino-3-Methylbutoxy)-4,5,5',6'-Tetrahydro-2H-Spiro[Furan-3,8'-Pyrano[3,4-b]Pyridin]-2'-yl)-1-Methyl-1H-Pyrrolo[2,3-c]Pyridin-5-yl)Acetamide NC(CCOC1=C2C(=NC(=C1)C1=CN(C3=CN=C(C=C31)NC(C)=O)C)C3(OCC2)COCC3)(C)C